tert-butyl (4-(2,2-difluoro-2-(2-fluoro-5-((4-fluoro-3-methylphenyl)carbamoyl)phenyl) acetamido)bicyclo[2.2.1]heptan-1-yl)carbamate FC(C(=O)NC12CCC(CC1)(C2)NC(OC(C)(C)C)=O)(C2=C(C=CC(=C2)C(NC2=CC(=C(C=C2)F)C)=O)F)F